Cl.CN1CC(CCC1)C1=CC=2N=C(N=C(C2O1)N1CCOCC1)NC1=CC(=NN1)C1=CC=CC=C1 6-(1-methylpiperidin-3-yl)-4-morpholino-N-(3-phenyl-1H-pyrazol-5-yl)furo[3,2-d]pyrimidin-2-amine hydrochloride